fluoroguanosine F[C@@]1([C@H](O)[C@H](O)[C@@H](CO)O1)N1C=NC=2C(=O)NC(N)=NC12